Ethyl (R)-3-(1,4-dimethyl-1H-benzo[d][1,2,3]triazol-5-yl)-3-(3-((7-hydroxy-2,2-dimethyl-2,3-dihydropyrido[2,3-f][1,4]oxazepin-4(5H)-yl)methyl)-4-methylphenyl)propanoate CN1N=NC2=C1C=CC(=C2C)[C@H](CC(=O)OCC)C2=CC(=C(C=C2)C)CN2CC(OC1=C(C2)N=C(C=C1)O)(C)C